BrC1=CC=CC=2C3=C(OC21)C(=CC(=C3)C(C)(C)C)C(C)(C)C 6-bromo-2,4-di(t-butyl)dibenzo[b,d]furan